2-(4-diethylamino-2-hydroxybenzoyl)benzoic acid hexyl ester (diethylaminohydroxybenzoylhexylbenzoate) C(C)N(CC)C=1C(=C(C(=C(C(=O)O)C1)CCCCCC)C(C1=CC=CC=C1)=O)O.C(CCCCC)OC(C1=C(C=CC=C1)C(C1=C(C=C(C=C1)N(CC)CC)O)=O)=O